FC(C(=O)O)(F)F.CN1C[C@H]2N(C3=CC4=C(C=C13)C(N(C4)C4C(NC(CC4)=O)=O)=O)CCNC2 3-((S)-6-methyl-8-oxo-2,3,4,4a,5,6,8,10-octahydropyrazino[1,2-a]pyrrolo[3,4-g]quinoxalin-9(1H)-yl)piperidine-2,6-dione trifluoroacetat salt